CN([C@H]1CN(CC1)C=1C=C(C=NC1)NC1=NC=C(C(=N1)OC)C1=CC=C(C=C1)N1C(CCC1)=O)C 1-{4-[2-({5-[(3R)-3-(dimethylamino)pyrrolidin-1-yl]pyridin-3-yl}amino)-4-methoxypyrimidin-5-yl]phenyl}pyrrolidin-2-one